COCCN(C=1N=C(C2=C(N1)C(=NC(=N2)N(CCOC)CCOC)N2CC=1N(CC2)C=NC1)N1CC(N(CC1)C)=O)CCOC 4-(2,6-bis(bis(2-methoxyethyl)amino)-8-(5,6-dihydroimidazo[1,5-a]pyrazin-7(8H)-yl)pyrimido[5,4-d]pyrimidin-4-yl)-1-methylpiperazin-2-one